2-[4-[(3S)-3-(5-cyano-3-thienyl)isoxazolidine-2-carbonyl]-1-piperidinyl]-5-fluoro-pyrimidine-4-carboxamide C(#N)C1=CC(=CS1)[C@H]1N(OCC1)C(=O)C1CCN(CC1)C1=NC=C(C(=N1)C(=O)N)F